2,2-dimethyl-1-[(3S)-3-(1-methyl-1H-pyrazol-4-yl)-1,2-oxazolidin-2-yl]propan-1-one CC(C(=O)N1OCC[C@H]1C=1C=NN(C1)C)(C)C